2-({1-[(2-methoxynaphthalen-1-yl)methyl]naphthalen-2-yl}oxy)ethan-1-amine COC1=C(C2=CC=CC=C2C=C1)CC1=C(C=CC2=CC=CC=C12)OCCN